C(C)C1=NN=C(S1)C(C(=O)N)SC=1NC(C2=C(N1)N(N=C2)C2=CC=CC=C2)=O (5-ethyl-1,3,4-thiadiazol-2-yl)-2-((4-oxo-1-phenyl-4,5-dihydro-1H-pyrazolo[3,4-d]pyrimidin-6-yl)thio)acetamide